7-cyclobutyl-5-methyl-N2-(1-methylpiperidin-4-yl)pyrido[2,3-d]pyrimidine-2,4-diamine C1(CCC1)C=1C=C(C2=C(N=C(N=C2N)NC2CCN(CC2)C)N1)C